trans-N-(4-(pyrazin-2-yloxy)cyclohexyl)-5-(2,5-dimethylphenoxy)-2,2-dimethylpentanamide N1=C(C=NC=C1)O[C@@H]1CC[C@H](CC1)NC(C(CCCOC1=C(C=CC(=C1)C)C)(C)C)=O